1,5-dimethyl-6-thioxo-3-(2,2,7-trifluoro-3-oxo-4-(prop-2-ynyl)-3,4-dihydro-2H-benzo[b][1,4]Oxazin-6-yl)-1,3,5-triazinane-2,4-dione CN1C(N(C(N(C1=S)C)=O)C1=CC2=C(OC(C(N2CC#C)=O)(F)F)C=C1F)=O